4-(perfluoropropyl)-2,6-diphenyl-pyrimidine FC(C(C(F)(F)F)(F)F)(C1=NC(=NC(=C1)C1=CC=CC=C1)C1=CC=CC=C1)F